BrC1=[N+](C(=CC=C1)Br)[O-] 2,6-dibromo-pyridine-1-oxide